alpha-cyano-4-methoxycinnamic acid C(#N)C(C(=O)O)=CC1=CC=C(C=C1)OC